N-[4-amino-2-(2-trimethylsilylethoxymethyl)pyrazolo[4,3-c]pyridin-7-yl]-N'-benzyl-N'-(2-pyridylmethyl)oxamide NC1=NC=C(C=2C1=CN(N2)COCC[Si](C)(C)C)NC(=O)C(=O)N(CC2=NC=CC=C2)CC2=CC=CC=C2